CN(C1=CC(=C(C=C1)/C=C/C(=O)C1=C(C=CC=C1)O)OC)C (E)-3-(4-(dimethylamino)-2-methoxyphenyl)-1-(2-hydroxyphenyl)prop-2-en-1-one